4-(4-isopropyl-piperazine-1-yl)aniline C(C)(C)N1CCN(CC1)C1=CC=C(N)C=C1